DL-pantothenic acid C(CCNC([C@H](O)C(C)(C)CO)=O)(=O)O |r|